FC1=C(C(=CC(=C1)C=1C=NNC1)F)N1CCC(CC1)CN1C(CCCC1)=O 1-((1-(2,6-difluoro-4-(1H-pyrazole-4-yl)phenyl)piperidin-4-yl)methyl)piperidin-2-one